1-chloro-4-methoxy-2-(2-methoxyvinyl)benzene ClC1=C(C=C(C=C1)OC)C=COC